methyl 2-(3-((1S,3S)-3-hydroxycyclobutoxy)isoxazol-5-yl)-3-methylbutanoate OC1CC(C1)OC1=NOC(=C1)C(C(=O)OC)C(C)C